P(=O)(O)(O)O.C1(CCCC1)C(C#N)CN1N=CC(=C1)C=1C2=C(N=CN1)NC=C2 (3R)-cyclopentyl-3-[4-(7H-pyrrolo[2,3-d]pyrimidin-4-yl)-1H-pyrazol-1-yl]propionitrile phosphate